C(C)(C)(C)OC(=O)N1C(C(C2=NNC(C=3C=C(C=C1C23)F)=O)N2C(=NCC2=O)C)C2=CC=C(C=C2)F 5-fluoro-8-(4-fluorophenyl)-9-(2-methyl-5-oxo-4,5-dihydro-1H-imidazol-1-yl)-8,9-dihydro-2H-pyrido[4,3,2-de]phthalazin-3(7H)-one-7-carboxylic acid tert-butyl ester